1-((4-(5-(1,1-difluoroethyl)-1,2,4-oxadiazol-3-yl)bicyclo[2.2.2]octan-1-yl)methyl)-1-(4'-isopropoxy-[1,1'-biphenyl]-3-yl)-3-(tetrahydro-2H-pyran-4-yl)urea FC(C)(F)C1=NC(=NO1)C12CCC(CC1)(CC2)CN(C(=O)NC2CCOCC2)C=2C=C(C=CC2)C2=CC=C(C=C2)OC(C)C